NCC1CC(N(C1)C(C)(C)C)=O 4-(Aminomethyl)-1-(tert-butyl)pyrrolidin-2-one